iron triazolate N1N=NC(=C1)C(=O)[O-].[Fe+2].N1N=NC(=C1)C(=O)[O-]